8-Trifluoromethylquinoline FC(C=1C=CC=C2C=CC=NC12)(F)F